1-oxyl-2,2,6,6-tetramethylpiperidin-4-yl acetate C(C)(=O)OC1CC(N(C(C1)(C)C)O)(C)C